FC1=NC=CC(=C1)[C@H](CC1=NC(=NC(=N1)N[C@@H](CO)CC(C)C)NS(=O)(=O)C)C N-(4-((S)-2-(2-Fluoropyridin-4-yl)propyl)-6-(((R)-1-hydroxy-4-methylpentan-2-yl)amino)-1,3,5-triazin-2-yl)methanesulfonamide